CC1(NC=2CCNCC2C=C1C=1C=C(C=CC1)C1=C(C=CC=C1)C)C(=O)N 2,2'-dimethyl-[[1,1'-biphenyl]-3-yl]-5,6,7,8-tetrahydro-1,6-naphthyridine-2-carboxamide